N-[(6-Amino-2-pyridyl)sulfonyl]-6-[6-[[(1S)-1,3-dimethylbutyl]amino]-3-pyridyl]-2-[(2S,5R)-2,5-dimethylpyrrolidin-1-yl]pyridin-3-carboxamid NC1=CC=CC(=N1)S(=O)(=O)NC(=O)C=1C(=NC(=CC1)C=1C=NC(=CC1)N[C@H](CC(C)C)C)N1[C@H](CC[C@H]1C)C